7-amino-8-(5-methyl-1H-indazol-4-yl)-2-(pyridin-3-ylmethoxy)benzofuro[3,2-b]pyridine NC1=CC2=C(C=C1C1=C3C=NNC3=CC=C1C)C1=NC(=CC=C1O2)OCC=2C=NC=CC2